2-amino-N-(2,6-dioxopiperidin-3-yl)-4-nitrobenzamide NC1=C(C(=O)NC2C(NC(CC2)=O)=O)C=CC(=C1)[N+](=O)[O-]